[Si]=O monosilicon oxide